C(C)(C)(C)C1=C(N=NC(=C1)Cl)Cl (tert-butyl)-3,6-dichloropyridazine